ClC1=C(C(=O)O)C=CC(=C1N1C(N(C(N(C1=O)C)=S)C)=O)Cl 2,4-dichloro-3-(3,5-dimethyl-2,6-dioxo-4-thioxo-1,3,5-triazin-1-yl)benzoic acid